O[C@@H]1C[C@H](N(C1)C([C@H](C(C)(C)C)NC(CCCCCCNC(OC(C)(C)C)=O)=O)=O)C(NCC1=CC=C(C=C1)C1=C(N=CS1)C)=O tert-butyl (7-(((S)-1-((2S,4R)-4-hydroxy-2-((4-(4-methylthiazol-5-yl)benzyl) carbamoyl)pyrrolidin-1-yl)-3,3-dimethyl-1-oxobutan-2-yl)amino)-7-oxoheptyl)carbamate